ClC1=C(C=CC(=C1)Cl)S(=O)(=O)N1CCN(CC1)C(\C=C\C1=CC(=C(C=C1)O)OC)=O (E)-1-(4-((2,4-dichlorophenyl)sulfonyl)piperazin-1-yl)-3-(4-hydroxy-3-methoxyphenyl)prop-2-en-1-one